(S)-methyl 5-chloro-2,3-dihydro-1H-indene-1-carboxylate ClC=1C=C2CC[C@@H](C2=CC1)C(=O)OC